BrC=1N=C2N(CCNC2)C1CC1=C(C=C(C=C1)F)C(F)(F)F 2-bromo-3-(4-fluoro-2-(trifluoromethyl)benzyl)-5,6,7,8-tetrahydroimidazo[1,2-a]pyrazine